(R)-((3-((4-methyl-3-((1-(3-(5-(pyrrolidin-1-ylmethyl)thiophen-2-yl)phenyl)ethyl)carbamoyl)phenyl)amino)azetidin-1-yl)methyl)phosphonic acid CC1=C(C=C(C=C1)NC1CN(C1)CP(O)(O)=O)C(N[C@H](C)C1=CC(=CC=C1)C=1SC(=CC1)CN1CCCC1)=O